FC(C(=O)O)(F)F.N1CCC(CC1)C(=O)O piperidine-4-carboxylic acid, Trifluoroacetic acid salt